(3,4-epoxycyclohexyl)butyltriethoxysilane C1(CC2C(CC1)O2)CCCC[Si](OCC)(OCC)OCC